ClC1=C(C=C(C=C1)C(C(=O)O)(F)F)F 2-(4-chloro-3-fluorophenyl)-2,2-difluoroacetic acid